2-({7-amino-1-oxo-4-[3-(pyridin-4-yl)-1H-indazol-5-yl]-2,3-dihydro-1H-isoindol-2-yl}methyl)prop-2-enenitrile NC=1C=CC(=C2CN(C(C12)=O)CC(C#N)=C)C=1C=C2C(=NNC2=CC1)C1=CC=NC=C1